ethyl 2-[4-bromo-3-(3-acetamidopropanamido) indazol-1-yl]acetate BrC1=C2C(=NN(C2=CC=C1)CC(=O)OCC)NC(CCNC(C)=O)=O